C1C(C(=O)C2=CC=CC=C21)N aminoindanone